(1-((1,3-dioxolan-2-yl)methyl)-1H-pyrazol-4-yl)boronic acid O1C(OCC1)CN1N=CC(=C1)B(O)O